ClC1=NC=CC(=C1F)N1N=NC=C1C(C)=O 1-(1-(2-chloro-3-fluoropyridin-4-yl)-1H-1,2,3-triazol-5-yl)ethan-1-one